COC1=CC=C(C=C1)C1=CC=C(C=C1)S(=O)(=O)N1[C@@H](CCC1)C(=O)OC Methyl ((4'-methoxy-[1,1'-biphenyl]-4-yl)sulfonyl)-L-prolinate